OCCCOCCCC1=CC2=C(N(C(N2C)=O)C2C(NC(CC2)=O)=O)C=C1 3-[5-[3-(3-hydroxypropoxy)propyl]-3-methyl-2-oxo-benzimidazol-1-yl]piperidine-2,6-dione